N-((2R,3R)-4-fluoro-4-methyl-5-oxo-2-phenylpyrrolidin-3-yl)cyclopropanecarboxamide FC1([C@@H]([C@H](NC1=O)C1=CC=CC=C1)NC(=O)C1CC1)C